N'-(2-ethyl-4-hydroxy-phenyl)-4-((2-methylcyclohexyl)amino)pyrrolo[1,2-b]pyridazine-3-carboxamidine C(C)C1=C(C=CC(=C1)O)N=C(N)C1=C(C=2N(N=C1)C=CC2)NC2C(CCCC2)C